2-methoxy-2-methyl-propane COC(C)(C)C